(S)-4-((3-Fluorophenyl)((8-methyl-4-oxochroman-7-yl)oxy)methyl)benzamide FC=1C=C(C=CC1)[C@H](C1=CC=C(C(=O)N)C=C1)OC1=CC=C2C(CCOC2=C1C)=O